N-(4-((4-(difluoromethyl)-6-(methylsulfonyl)pyridin-2-yl)amino)-5-(1-methyl-1H-pyrazol-3-yl)pyridin-2-yl)acetamide FC(C1=CC(=NC(=C1)S(=O)(=O)C)NC1=CC(=NC=C1C1=NN(C=C1)C)NC(C)=O)F